C(C)(C)(C)N(C(O)=O)C[C@@]1(NC(NC1=O)=O)C1=CC=NN1CC.Cl.NC[C@]1(C(NC(N1)=O)=O)C1=CC=NN1CC |r| rac-5-(aminomethyl)-5-(1-ethyl-1H-pyrazol-5-yl)imidazolidine-2,4-dione hydrogen chloride rac-tert-butyl-{[4-(1-ethyl-1H-pyrazol-5-yl)-2,5-dioxoimidazolidin-4-yl]methyl}carbamate